N-((2-(4'-Fluoro-2'-(4-methyl-4H-1,2,4-triazol-3-yl)-[1,1'-biphenyl]-3-yl)-7-methoxybenzo[d]oxazol-5-yl)methyl)-2-methoxy-N-methylethan-1-amine FC1=CC(=C(C=C1)C1=CC(=CC=C1)C=1OC2=C(N1)C=C(C=C2OC)CN(CCOC)C)C2=NN=CN2C